3,5-dichloro-N-(2,8-dimethyl-4-oxo-3-((2-(trifluoromethyl)phenyl)methyl-d2)-3,4-dihydroquinazolin-5-yl)-4-hydroxybenzamide ClC=1C=C(C(=O)NC2=C3C(N(C(=NC3=C(C=C2)C)C)C([2H])([2H])C2=C(C=CC=C2)C(F)(F)F)=O)C=C(C1O)Cl